thiophen-2-yl-L-alanine S1C(=CC=C1)N[C@@H](C)C(=O)O